FC(C1CC(C1)NC(N)=O)(F)F 3-[(1r,3r)-3-(trifluoromethyl)cyclobutyl]urea